[4-(1-methyl-1H-pyrazol-5-yl)-7-[1-(oxetan-2-yl)-1H-pyrazol-5-yl]imidazo[1,5-b]pyridazin-2-yl]-8-oxa-3-azabicyclo[3.2.1]octane CN1N=CC=C1C=1C=2N(N=C(C1)C13CNCC(CC1)O3)C(=NC2)C2=CC=NN2C2OCC2